lithium dioxalate C(C(=O)[O-])(=O)[O-].C(C(=O)[O-])(=O)[O-].[Li+].[Li+].[Li+].[Li+]